1-(4-(6-Fluoro-3-(4-(methylsulfonyl)piperazine-1-carbonyl)quinolin-4-yl)phenyl)cyclopentanecarbonitrile FC=1C=C2C(=C(C=NC2=CC1)C(=O)N1CCN(CC1)S(=O)(=O)C)C1=CC=C(C=C1)C1(CCCC1)C#N